N-(3-cyclopropoxy-1-(hydroxy-4-methylcyclohexyl)-1H-pyrazol-4-yl)carboxamide C1(CC1)OC1=NN(C=C1NC=O)C1(CCC(CC1)C)O